tert-butyl (R)-3-(5-(3-fluorophenyl)-3-ureidothiophene-2-carboxamido)pyrrolidine-1-carboxylate FC=1C=C(C=CC1)C1=CC(=C(S1)C(=O)N[C@H]1CN(CC1)C(=O)OC(C)(C)C)NC(=O)N